ethyl (2R)-2-([1-[(2-chlorophenyl)methyl]-5-(3-methoxyphenyl)-1H-pyrazol-3-yl]methoxy)-2-methylbutanoate ClC1=C(C=CC=C1)CN1N=C(C=C1C1=CC(=CC=C1)OC)CO[C@@](C(=O)OCC)(CC)C